C(CO)N(CC(=O)O)CC(=O)O The molecule is an amino dicarboxylic acid that is glycine in which both hydrogens attached to the nitrogen is substituted by a carboxymethyl group and a 2-hydroxyethyl group. It has a role as a chelator. It is an amino dicarboxylic acid and a glycine derivative. It derives from an iminodiacetic acid, a propionic acid and an ethanolamine.